(3S,4R)-1-tert-butyl 3-methyl 4-methoxypyrrolidine-1,3-dicarboxylate CO[C@@H]1[C@H](CN(C1)C(=O)OC(C)(C)C)C(=O)OC